NC(C(C)=O)C 3-aminobutan-2-one